4-nitrophenyl 5-((bis(1-((propoxy carbonyl)oxy)ethoxy)phosphoryl)difluoromethyl)benzo[b]thiophene-2-carboxylate C(CC)OC(=O)OC(C)OP(=O)(OC(C)OC(=O)OCCC)C(C1=CC2=C(SC(=C2)C(=O)OC2=CC=C(C=C2)[N+](=O)[O-])C=C1)(F)F